2-bromo-6-(2,6-dioxopiperidin-3-yl)-5H-pyrrolo[3,4-b]pyridine-5,7(6H)-dione BrC1=CC=C2C(=N1)C(N(C2=O)C2C(NC(CC2)=O)=O)=O